2-[6-[[5-(difluoromethyl)-1H-pyrazol-3-yl]methyl]-2-azaspiro[3.3]heptane-2-carbonyl]-2,5-diazaspiro[3.4]octan-6-one FC(C1=CC(=NN1)CC1CC2(CN(C2)C(=O)N2CC3(C2)NC(CC3)=O)C1)F